4alpha-Methyl-24-ethyl-cholesta-7,24-dien C[C@H]1C2CC=C3[C@@H]4CC[C@H]([C@@H](CCC(=C(C)C)CC)C)[C@]4(CC[C@@H]3[C@]2(CCC1)C)C